ClC1=C2C(=NC=C1OC=1C=NN3C1C=NC(=C3)NC)N=C(N2C)NC2=NN3C(C(CCC3)(C)C)=C2 7-chloro-N-(4,4-dimethyl-4,5,6,7-tetrahydropyrazolo[1,5-a]pyridin-2-yl)-1-methyl-6-((6-(methylamino)pyrazolo[1,5-a]pyrazin-3-yl)oxy)-1H-imidazo[4,5-b]pyridin-2-amine